CC1(C=2C=CC(=CC2C=2C=C3C(=CC12)C=CC=C3)C3=C(C=CC=C3)[N+](=O)[O-])C 11,11-Dimethyl-3-(2-nitrophenyl)-11H-benzo[b]fluoren